C1(=CC=CC=C1)C(=C(C1=CC=CC=C1)C1=CC=CC=C1)C1=CC=C(C(=O)OC)C=C1 methyl 4-(1,2,2-triphenylvinyl)-benzoate